Undecane-8-amine CCCCCCCC(CCC)N